3-[(2S)-piperidin-2-ylmethyl]urea N1[C@@H](CCCC1)CNC(N)=O